ClC=1C=C(C=C(C1)Cl)C1=NC(=CC(=C1)CN1CCC(CC1)CC(=O)O)NC=1C=NC(=NC1)N1CCN(CC1)C 2-(1-((2-(3,5-dichlorophenyl)-6-((2-(4-methylpiperazin-1-yl)pyrimidin-5-yl)amino)pyridin-4-yl)methyl)piperidin-4-yl)acetic acid